(2R,3S,5R)-2-ethynyl-5-(2-fluoro-6-tetradecanamido-9H-purin-9-yl)-2-(hydroxymethyl)tetrahydrofuran-3-yl 3-(2-acetoxy-4,6-dimethylphenyl)-3-methylbutanoate C(C)(=O)OC1=C(C(=CC(=C1)C)C)C(CC(=O)O[C@@H]1[C@](O[C@H](C1)N1C2=NC(=NC(=C2N=C1)NC(CCCCCCCCCCCCC)=O)F)(CO)C#C)(C)C